ClC=1C(=NC=C(C1)S(=O)(=O)C)NC1=NNC2=CC(=CC=C12)[C@@H]1C[C@@]12C(NC1=CC=C(C=C21)OC)=O (1r,2s)-2-(3-{[3-chloro-5-(methylsulfonyl)pyridin-2-yl]amino}-1H-indazol-6-yl)-5'-methoxyspiro[cyclopropan-1,3'-indol]-2'(1'H)-one